C(=O)C=1N=CN(C1)C1=NC(=C(C(=N1)C)C#N)C 2-(4-formyl-1H-imidazol-1-yl)-4,6-dimethylpyrimidine-5-carbonitrile